FC(C(=O)O)(F)F.FC(C(=O)O)(F)F.C(C)(C)(C)NC1CN(CC1)C=1N=NC(=CN1)C1=C(C=C(C=C1)N1C=NC=C1)O 2-{3-[3-(tert-butylamino)pyrrolidin-1-yl]-1,2,4-triazin-6-yl}-5-(1H-imidazol-1-yl)phenol bistrifluoroacetate